6-chloro-7-(5-methyl-1H-indazol-4-yl)-4-((2S)-2-methyl-4-(2-propenoyl)-1-piperazinyl)-1-(3,3,3-trifluoro-2,2-dimethylpropyl)pyrido[2,3-d]pyrimidin-2(1H)-one ClC1=CC2=C(N(C(N=C2N2[C@H](CN(CC2)C(C=C)=O)C)=O)CC(C(F)(F)F)(C)C)N=C1C1=C2C=NNC2=CC=C1C